(2-HYDROXYETHOXY)-1-METHYL-1H-BENZIMIDAZOLE-6-CARBOXAMIDE OCCOC1=NC2=C(N1C)C=C(C=C2)C(=O)N